BrC=1C=C(C(=NC1)CN1CCC(CC1)C1=CC=CC=2OC(OC21)(C)C2=C(C=C(C=C2)Cl)F)C 5-bromo-2-((4-(2-(4-chloro-2-fluorophenyl)-2-methylbenzo[d][1,3]dioxol-4-yl)piperidin-1-yl)methyl)-3-methylpyridine